C(C1=CC=CC=C1)OC1=C2C(=CN(C2=CC=C1)C1COC1)CCN(C)C 2-(4-(benzyloxy)-1-(oxetan-3-yl)-1H-indol-3-yl)-N,N-dimethylethan-1-amine